ClC1=CC=C(CNC(NCCCCCC(=O)NC2=CC(=CC=C2)F)=O)C=C1 6-(3-(4-chlorobenzyl)ureido)-N-(3-fluorophenyl)hexanamide